6-(2-Ethyl-7-methyl-3-nitropyrazolo[1,5-a]pyridin-5-yl)-2,6-diazaspiro[3.3]heptane-2-carboxylic acid tert-butyl ester C(C)(C)(C)OC(=O)N1CC2(C1)CN(C2)C2=CC=1N(C(=C2)C)N=C(C1[N+](=O)[O-])CC